C(C1=CC=CC=C1)N(C1CCC(CC1)NS(=O)(=O)C=1C=NC(=CC1)N1CCC2(CCCO2)CC1)C N-((1r,4r)-4-(Benzyl(meth-yl)amino)cyclohexyl)-6-(1-oxa-8-azaspiro[4.5]decan-8-yl)pyridine-3-sulfonamide